1-N-[2-[4-(hydroxymethyl)cyclohexyl]-6-methoxy-indazol-5-yl]-5-methyl-pyridine-3-carboxamide OCC1CCC(CC1)N1N=C2C=C(C(=CC2=C1)N1CC(=CC(=C1)C)C(=O)N)OC